C12(CC(C1)C2)N2N=CC(=C2)N2N=CC1=CC(=C(C=C21)C2CCN(CC2)[C@H]2[C@H](COC2)O)Cl |&1:25| (R,R and S,S)-4-(4-(1-(1-(bicyclo[1.1.1]pentan-1-yl)-1H-pyrazol-4-yl)-5-chloro-1H-indazol-6-yl)piperidin-1-yl)tetrahydrofuran-3-ol